2-(1-(2-Methoxy-2-methylpropyl)-1H-pyrazol-4-yl)-6-methyl-1-(1-methyl-1H-indazol-5-yl)-7-oxo-6,7-dihydro-3H-spiro[dipyrrolo[2,3-b:3',2'-d]pyridine-8,4'-piperidin] COC(CN1N=CC(=C1)C1=C(C=2C(=NC=C3C2C2(CCNCC2)C(N3C)=O)N1)C=1C=C3C=NN(C3=CC1)C)(C)C